N-(5-methoxy-1,3,4-thiadiazol-2-yl)-4-(5-methoxy-1H-benzo(d)imidazol-6-yl)-6-methylnicotinamide COC1=NN=C(S1)NC(C1=CN=C(C=C1C=1C(=CC2=C(NC=N2)C1)OC)C)=O